C(C1OCCC1)C1OCCC1 2,2'-Methylidenebis(tetrahydrofuran)